N-(2-(2-acetyl-5-methoxyphenoxy)ethyl)benzamide C(C)(=O)C1=C(OCCNC(C2=CC=CC=C2)=O)C=C(C=C1)OC